N-tert-butyl-4-[(6-hydroxyindan-1-carbonyl)amino]pyridine-2-carboxamide C(C)(C)(C)NC(=O)C1=NC=CC(=C1)NC(=O)C1CCC2=CC=C(C=C12)O